N-[(4-chlorophenyl)methylene]-4-methylaniline ClC1=CC=C(C=C1)C=NC1=CC=C(C=C1)C